ClC1=NC=2CCN(CC2C=C1)CC1CCC(N1)=O 5-[(2-chloro-7,8-dihydro-5H-1,6-naphthyridin-6-yl)methyl]pyrrolidin-2-one